ClC1=C(C=C(CN2C(=C(C3=CC(=CC=C23)C(=O)OCC=C)C)C)C=C1)O[C@@H](C(=O)OC)CC (R)-Allyl 1-(4-chloro-3-((1-methoxy-1-oxobutan-2-yl)oxy)benzyl)-2,3-dimethyl-1H-indole-5-carboxylate